FC1=CC=C(C=C1)[C@H](C)N (1S)-1-(4-fluorophenyl)ethanamine